C1CCCCS1 pentylene thioether